C(C)C(C(=O)O)=CC.ClC1=C(C=CC=C1)C1(N(C(=C(N1)C1=CC=CC=C1)C1=CC=CC=C1)C1(N=C(C(=N1)C1=CC=CC=C1)C1=CC=CC=C1)C1=C(C=CC=C1)Cl)C\C(=C/CC/C(=C/COC(\C=C\C)=O)/C)\C.C1(=C(C=CC=C1)C1=C(C2=C([Se]C3=C2C=CC=C3)C=C1)C1=NN=NC(=C1C1=C(C(=CC=3C2=CC=CC=C2CC13)C)C)C1=CC=CC=C1)C1=CC=CC=C1 (biphenylyl)[(phenyl)(dimethylfluorenyl)triazinyl]Dibenzoselenophene 2,2'-bis(o-chlorophenyl)-4,4',5,5'-tetraphenyl-1,2'-biimidazolegeranyl-crotonate (ethyl-but-2-enoate)